O=C1C=C(N=CN1C[C@@H]1CCN(CC12CCCC2)C(=O)N2[C@@H](C[C@@H](CC2)C(=O)OC)C2=CC=CC=C2)C2=CC=CC=C2 Methyl (2S,4R)-1-((R)-10-((6-oxo-4-phenylpyrimidin-1(6H)-yl)methyl)-7-azaspiro[4.5]decane-7-carbonyl)-2-phenylpiperidine-4-carboxylate